2-carboxystyrene C(=O)(O)C1=C(C=C)C=CC=C1